C1(=CC(=CC=C1)C1=CC2=C(NN=N2)C=C1)C 5-(m-tolyl)-1H-benzotriazole